CC(C(O)C=1SC=C(C1)C)(C)N1CCOCC1 2-methyl-(4'-methylthiophenyl)-2-morpholino-1-propanol